3-fluoro-5-((2'-(5-(fluoromethyl)isoindolin-2-yl)-[2,4'-bipyrimidin]-4-yl)ethynyl)-1H-indazole FC1=NNC2=CC=C(C=C12)C#CC1=NC(=NC=C1)C1=NC(=NC=C1)N1CC2=CC=C(C=C2C1)CF